4-[5-(3,5-dichlorophenyl)-5-(trifluoromethyl)-4,5-dihydro-1,2-oxazol-3-yl]-2-methyl-N-{2-oxo-2-[(2,2,2-trifluoroethyl)amino]Ethyl}benzamide ClC=1C=C(C=C(C1)Cl)C1(CC(=NO1)C1=CC(=C(C(=O)NCC(NCC(F)(F)F)=O)C=C1)C)C(F)(F)F